Cl.O1N=CC=C1C1=C2CCO[C@H](C2=CC=C1)CN (R)-(5-(Isoxazol-5-yl)isochroman-1-yl)methanamine hydrochloride salt